C1(=CC=CC=C1)C(C[2H])[2H] 2-phenylethane-1,2-d